(3-methyl-5,6-dihydro-4H-cyclopenta[b]thiophen-6-yl)methanamine CC=1C2=C(SC1)C(CC2)CN